rac-5-chloro-2-(trans-2-hydroxycyclohexyl)-6-(4-(1-methyl-1H-pyrazol-4-yl)benzyl)isoindolin-1-one ClC=1C=C2CN(C(C2=CC1CC1=CC=C(C=C1)C=1C=NN(C1)C)=O)[C@H]1[C@@H](CCCC1)O |r|